N1(N=CC=C1)CC=1C=CC(=NC1C(F)F)C(=O)O 5-((1H-pyrazol-1-yl)methyl)-6-(difluoromethyl)picolinic acid